2-amino-2'-O-propynyl-adenosine NC=1N=C(C=2N=CN([C@H]3[C@H](OC#CC)[C@H](O)[C@@H](CO)O3)C2N1)N